N-[10-(diethylamino)decyl]carbamic acid (3aS,8aR)-1,3a,8-trimethyl-1,2,3,3a,8,8a-hexahydropyrrolo[2,3-b]indol-5-yl ester CN1CC[C@@]2([C@H]1N(C1=CC=C(C=C21)OC(NCCCCCCCCCCN(CC)CC)=O)C)C